(S)-(2-(methoxydiphenylmethyl)pyrrolidin-1-yl)(1-methyl-1H-imidazol-2-yl)methanethione COC([C@H]1N(CCC1)C(=S)C=1N(C=CN1)C)(C1=CC=CC=C1)C1=CC=CC=C1